1-hydroxybenzotriazole calcium salt [Ca].ON1N=NC2=C1C=CC=C2